(6-Chloro-2-(difluoromethoxy)pyridin-3-yl)methanol ClC1=CC=C(C(=N1)OC(F)F)CO